OCC(C)NCCC(=O)O 3-[(1-HYDROXYPROPAN-2-YL)AMINO]PROPANOIC ACID